C(C)OC(CC1=CC(=CC(=C1)C)C)=O 3,5-dimethyl-phenylacetic acid ethyl ester